IC1=NN(C2=C1N=CN=C2N2CCN(CC2)C(C)=O)COCC[Si](C)(C)C 1-(4-(3-iodo-1-((2-(trimethylsilyl)ethoxy)methyl)-1H-pyrazolo[4,3-d]pyrimidin-7-yl)piperazin-1-yl)ethan-1-one